C1=C(C=CC2=CC=CC=C12)CC(C(=O)O)=O 3-(naphthalen-2-yl)-2-oxopropionic acid